N-(1-methyl-3-(4'-(2-(pyrrolidin-1-yl)ethoxy)-4,5,5',6'-tetrahydro-2H-spiro[furan-3,8'-pyrano[3,4-b]pyridin]-2'-yl)-1H-pyrrolo[2,3-c]pyridin-5-yl)acetamide CN1C=C(C=2C1=CN=C(C2)NC(C)=O)C2=CC(=C1C(=N2)C2(OCC1)COCC2)OCCN2CCCC2